CN(C)CCCN(CCO)CCCN(C)C Bis-(di-methylaminopropyl)-2-hydroxyethyl-amin